C(C)(C)(C)OC(NC(C(=O)N(C)OC)CC=1C(=C(C=CC1)C1=CC=CC=C1)F)=O (3-(2-fluoro-[1,1'-biphenyl]-3-yl)-1-(methoxy(methyl)amino)-1-oxopropan-2-yl)carbamic acid tert-butyl ester